1-([1]benzofuro[3,2-d]pyrimidin-4-yl)-N-(pyridin-4-ylmethyl)piperidine-3-carboxamide N1=CN=C(C2=C1C1=C(O2)C=CC=C1)N1CC(CCC1)C(=O)NCC1=CC=NC=C1